(+/-)-isopropyl (1S,3S)-3-((2-fluoro-6-(5-(hydroxymethyl)-1-methyl-1H-pyrazol-4-yl)pyridin-3-yl)oxy)cyclohexane-1-carboxylate FC1=NC(=CC=C1O[C@@H]1C[C@H](CCC1)C(=O)OC(C)C)C=1C=NN(C1CO)C |r|